FC=1C=C(C=CC1)S(=O)(=O)N1C2CN(CC1CC2)C(=O)[O-] 8-[(3-fluorophenyl) sulfonyl]-3,8-diazabicyclo[3.2.1]octane-3-carboxylate